N1CCC(CC1)N1N=C(C=C1)C(=O)C1=CC=C(C=C1)C(F)(F)F (1-(piperidin-4-yl)-1H-pyrazol-3-yl)(4-(trifluoromethyl)phenyl)methanone